ClC=1C=C2C=C(NC2=CC1C=1N=C2OCOC2=CC1)CNC(C)=O N-{[5-chloro-6-(1,3-dioxa-4-aza-5-indanyl)-2-indolyl]methyl}acetamide